3-(4-(((1R,3S)-3-(aminomethyl)cyclopentyl)(2-cyclopropylethyl)amino)-1-oxoisoindolin-2-yl)piperidine-2,6-dione NC[C@@H]1C[C@@H](CC1)N(C1=C2CN(C(C2=CC=C1)=O)C1C(NC(CC1)=O)=O)CCC1CC1